BrC1=C(C=C2C(=NC(=NC2=C1)NN)N(C1=CC=CC=C1)C)F 7-bromo-6-fluoro-2-hydrazineyl-N-methyl-N-Phenylquinazolin-4-amine